O1CC(C1)NC(=O)C1=CN=C(N=N1)N[C@@H]1C[C@H](CC1)NC1=CC=C(C=N1)N1C(C(=CC=C1)C(F)(F)F)=O N-(Oxetan-3-yl)-3-(((1S,3S)-3-((2-oxo-3-(trifluoromethyl)-2H-[1,3'-bipyridin]-6'-yl)amino)cyclopentyl)amino)-1,2,4-triazine-6-carboxamide